di-(4-tert-butylphenyl) carbonate C(OC1=CC=C(C=C1)C(C)(C)C)(OC1=CC=C(C=C1)C(C)(C)C)=O